styrenesulfonic acid anion C(=CC1=CC=CC=C1)S(=O)(=O)[O-]